ClC1=C(C(=O)OCC)C=C(C=C1)C=1OC(=CC1)C=C1C(C2=CC=CC=C2C1)=O Ethyl 2-chloro-5-[5-[(1,3-dihydro-1-oxo-2H-inden-2-ylidene)methyl]-2-furanyl]benzoate